C(C)OC(=O)C1CC(OCC1)C1=CC=C(C=C1)Br (4-bromophenyl)tetrahydro-2H-pyran-4-carboxylic acid ethyl ester